hexa-aminophenyl-benzene sodium (4S)-5-hydroxy-4-(octadecanoylamino)-5-oxopentanoate OC([C@H](CCC(=O)[O-])NC(CCCCCCCCCCCCCCCCC)=O)=O.[Na+].NC1C(C(C(C=C1)(C1=CC=CC=C1)N)(N)N)(N)N